(3S,4R)-4-(2-(6-fluoro-1H-indol-3-yl)acetamido)-1-methylpiperidine-3-carboxylic acid FC1=CC=C2C(=CNC2=C1)CC(=O)N[C@H]1[C@H](CN(CC1)C)C(=O)O